B(C1=CC2=C(C=C1)C3(CC2)SCCS3)(O)O 1,1-(ETHYLENEDITHIO)-INDANE-5-BORONIC ACID